BrC=1CCCC2=C(C1C1=C(C(=CC=C1)O[C@H]1CN(CC1)CCCF)C)C=CC(=C2)C(=O)OC methyl (R)-8-bromo-9-(3-((1-(3-fluoropropyl)pyrrolidin-3-yl)oxy)-2-methylphenyl)-6,7-dihydro-5H-benzo[7]annulene-3-carboxylate